ClC1=C2C=C(NC2=CC=C1)CN1C(N(C=2N=C(N(C2C1=O)C)NC1=CC=CC(=N1)[C@@H]1[C@@H](C1)C(=O)O)C)=O |r| (±)-cis-2-(6-((1-((4-chloro-1H-indol-2-yl)methyl)-3,7-dimethyl-2,6-dioxo-2,3,6,7-tetrahydro-1H-purin-8-yl)amino)pyridin-2-yl)cyclopropane-1-carboxylic acid